FC1(C(C(CCN(C1)CC1=CC=C(C=C1)OC)C(=O)OCC)=O)F Ethyl 6,6-difluoro-1-(4-methoxybenzyl)-5-oxoazepane-4-carboxylate